(Z)-N'-ethoxy-6-(4-Methyl-5-phenyl-2H-1,2,3-triazol-2-yl)-5-(N-methylsulfamoyl)picolinimidamide C(C)O\N=C(\C1=NC(=C(C=C1)S(NC)(=O)=O)N1N=C(C(=N1)C)C1=CC=CC=C1)/N